(7R)-3-cyclopropyl-7-[3-[(2,5-dimethylpyrazol-3-yl)amino]-1,2,4-triazol-4-yl]-N-(2-fluoro-2-methylpropyl)-8,9-dihydro-7H-cyclopenta[H]isoquinoline-5-sulfonamide C1(CC1)C=1N=CC=2C3=C(C=C(C2C1)S(=O)(=O)NCC(C)(C)F)[C@@H](CC3)N3C(=NN=C3)NC=3N(N=C(C3)C)C